C(C)(C)(C)OC(=O)N1C2(CC2)CC(C1)C1=CC(N(C=C1)C)=O 6-(1-methyl-2-oxo-1,2-dihydropyridin-4-yl)-4-azaspiro[2.4]heptane-4-carboxylic acid tert-butyl ester